6-ethyl-5-fluoro-N-(1-(2-fluoro-5-methylphenyl)-piperidin-4-yl)pyrimidin-4-amine C(C)C1=C(C(=NC=N1)NC1CCN(CC1)C1=C(C=CC(=C1)C)F)F